C(C1=CC=CC=C1)OC=1C=C(C=CC1OCC1=CC=CC=C1)C([C@H](NC(=O)OCC1=CC=CC=C1)C(=O)O)O 3-(3,4-dibenzyloxyphenyl)-N-carbobenzoxyserine